3-(3-chloro-4-fluorophenyl)-1-isopropyl-1-((1-oxo-1,2-dihydroisoquinolin-4-yl)methyl)urea ClC=1C=C(C=CC1F)NC(N(CC1=CNC(C2=CC=CC=C12)=O)C(C)C)=O